ClC1=C(C=CC(=C1)C)N(C=1C=C(C=CC1)C1(CC1)N1CCN(CC1)CC1=NC2=C(N1C[C@H]1OCC1)C=C(C=C2)C(=O)O)C (S)-2-((4-(1-(3-((2-chloro-4-methylphenyl)(methyl)amino)phenyl)cyclopropyl)piperazin-1-yl)methyl)-1-(oxetan-2-ylmethyl)-1H-benzo[d]imidazole-6-carboxylic acid